CN(C1CCN(CC1)C1=C(C=C(C=C1)NC=1N=C(C2=C(N1)SC=C2C)NC=2C=C(C=CC2)C(C(F)(F)F)(C)O)OC)C 2-(3-((2-((4-(4-(dimethylamino)piperidin-1-yl)-3-methoxyphenyl)amino)-5-methylthieno[2,3-d]pyrimidin-4-yl)amino)phenyl)-1,1,1-trifluoropropan-2-ol